C(C)OC[C@@]1(CN(CC1)CC=1C=CC(=NC1)C)CCC1=CC=CC=C1 (S)-5-((3-(ethoxymethyl)-3-phenethylpyrrolidin-1-yl)methyl)-2-methylpyridine